5-chloro-1-isopropyl-N-methyl-4-oxo-7-(4,4,5,5-tetramethyl-1,3,2-dioxaborolan-2-yl)-1,4-dihydroquinoline-2-carboxamide ClC1=C2C(C=C(N(C2=CC(=C1)B1OC(C(O1)(C)C)(C)C)C(C)C)C(=O)NC)=O